FC1=C(C=CC(=C1)B1OC(C(O1)(C)C)(C)C)CC(=O)OC methyl 2-(2-fluoro-4-(4,4,5,5-tetramethyl-1,3,2-dioxaborolan-2-yl)phenyl)acetate